NC1=NC=NC(=C1OCCN(C(OC(C)(C)C)=O)C)C1=C(C(=NC=C1)NC(=O)C=1C=C2CCC3(C2=CC1F)CC3)C=O Tert-butyl (2-((4-amino-6-(2-(6'-fluoro-2',3'-dihydrospiro[cyclopropane-1,1'-indene]-5'-carboxamido)-3-formylpyridin-4-yl)pyrimidin-5-yl)oxy)ethyl)(methyl)carbamate